3-(3-morpholino-4-nitrophenyl)-1,2,4-oxadiazol-5(4H)-one O1CCN(CC1)C=1C=C(C=CC1[N+](=O)[O-])C1=NOC(N1)=O